(S)-N'-(((R)-3-(2-methoxypyridin-4-yl)-8-methylbicyclo[4.2.0]octa-1(6),2,4-trien-2-yl)carbamoyl)-6,7-dihydro-5H-pyrazolo[5,1-b][1,3]oxazine-3-sulfonimidamide COC1=NC=CC(=C1)C1=C(C=2[C@@H](CC2C=C1)C)NC(=O)N=[S@@](=O)(N)C=1C=NN2C1OCCC2